4-oxo-4H-chromen-3-yl 6-deoxy-alpha-L-mannopyranoside O([C@H]1[C@H](O)[C@H](O)[C@@H](O)[C@@H](O1)C)C1=COC2=CC=CC=C2C1=O